N-(3-chloro-5-((2-hydroxyethyl)sulfonamido)phenyl)-5-(5-fluoro-3-((5-fluoropyridin-3-yl)methoxy)pyridin-2-yl)-1-methyl-1H-pyrrole-3-carboxamide ClC=1C=C(C=C(C1)NS(=O)(=O)CCO)NC(=O)C1=CN(C(=C1)C1=NC=C(C=C1OCC=1C=NC=C(C1)F)F)C